5-(2,6-dichloro-4-(6-(difluoromethyl)-3,5-dioxo-4,5-dihydro-1,2,4-triazin-2(3H)-yl)phenoxy)-2-hydroxy-N-((1s,3s)-3-hydroxycyclobutyl-1-d)benzenesulfonamide ClC1=C(OC=2C=CC(=C(C2)S(=O)(=O)NC2(CC(C2)O)[2H])O)C(=CC(=C1)N1N=C(C(NC1=O)=O)C(F)F)Cl